OP(O)(=O)OP(=O)(O)OP(=O)(O)OP(=O)(O)O.[C@@H]1([C@H](O)[C@H](O)[C@@H](CO)O1)N1C(=O)NC(=O)C=C1.[C@@H]1([C@H](O)[C@H](O)[C@@H](CO)O1)N1C(=O)NC(=O)C=C1 diuridine tetraphosphate